7,7,8,8,8-pentafluorooctyl 8-((6-((4,4-bis(((Z)-oct-5-en-1-yl)oxy)butanoyl)oxy)hexyl)(2-hydroxyethyl)amino)octanoate C(CCC\C=C/CC)OC(CCC(=O)OCCCCCCN(CCCCCCCC(=O)OCCCCCCC(C(F)(F)F)(F)F)CCO)OCCCC\C=C/CC